beta-aminoethylether NCCOCCN